COC(C1=C(C=C(C=C1\C=C\C1=CC=C(C=C1)O)OC)O)=O (E)-2-hydroxy-4-methoxy-6-(4-hydroxystyryl)benzoic acid methyl ester